1,4-diamino-2-butene NCC=CCN